Cl.COC(C([2H])(C1CC1)N)=O 2-amino-2-cyclopropyl-2-deutero-acetic acid methyl ester hydrochloride